N1(CCCC1)NS([O-])(=O)=O.[Na+] Sodium N-(pyrrolidin-1-yl)sulfamate